2-hydroxy-6-(3-methylpentyl)-4-{[(3R,4R,5S,6S)-4,5,6-trihydroxy-3-(hydroxymethyl)oxan-2-yl]oxy}benzoic acid OC1=C(C(=O)O)C(=CC(=C1)OC1O[C@@H]([C@H]([C@@H]([C@H]1CO)O)O)O)CCC(CC)C